ClC=1C=2C=C(C(=NC2N(C(C1S(=O)(=O)C)=O)C=1C(=NC=CC1C)C(C)C)C1=CC=CC2=C1N=C(S2)NC(OC(C)(C)C)=O)F tert-butyl (4-(5-chloro-3-fluoro-8-(2-isopropyl-4-methylpyridin-3-yl)-6-(methylsulfonyl)-7-oxo-7,8-dihydro-1,8-naphthyridin-2-yl)benzo[d]thiazol-2-yl)carbamate